2-(2,2,2-trifluoro-1-hydroxyethyl)pyridine 1-oxide methyl-2-(2,2,2-trifluoro-1-hydroxyethyl)isonicotinate COC(C1=CC(=NC=C1)C(C(F)(F)F)O)=O.FC(C(O)C1=[N+](C=CC=C1)[O-])(F)F